2-(3,4-epoxycyclohexyl)ethyl-triethoxysilicon C1(CC2C(CC1)O2)CC[Si](OCC)(OCC)OCC